FC=1C=2C3=C(C(NC2C=C(C1)CN1CCN(CC1)C=1C=CC(=NC1C)C(=O)NC)=O)CCC3 5-(4-((9-fluoro-4-oxo-2,3,4,5-tetrahydro-1H-cyclopenta[c]quinolin-7-yl)methyl)piperazin-1-yl)-N,6-dimethylpicolinamide